BrC=1C=C2C=NN(C2=CC1)C1CCN(CC1)C(C)C 5-bromo-1-(1-isopropylpiperidin-4-yl)-1H-indazole